O[C@]1([C@@H](CCC1)N1C(C=CC2=C1N=C(N=C2)NC2=CC=C(C=C2)S(=O)(=O)NC)=O)C 4-((8-((1r,2r)-2-hydroxy-2-methylcyclopentyl)-7-oxo-7,8-dihydropyrido[2,3-d]pyrimidin-2-yl)amino)-N-methylbenzenesulfonamide